Methyl (E)-(3-(4-methoxyphenyl)acryloyl)-L-phenylalaninate COC1=CC=C(C=C1)/C=C/C(=O)N[C@@H](CC1=CC=CC=C1)C(=O)OC